4,5-imidazoledicarboxylic acid N1C=NC(=C1C(=O)O)C(=O)O